OC1=C(C=C(OCCC#N)C=C1)[N+](=O)[O-] 3-(4-hydroxy-3-nitrophenoxy)propionitrile